5-bromo-8-(3-cyanobenzamido)quinoline BrC1=C2C=CC=NC2=C(C=C1)NC(C1=CC(=CC=C1)C#N)=O